6-(1-phenylethyl)-4-hydroxypyridazin-3(2H)-one C1(=CC=CC=C1)C(C)C=1C=C(C(NN1)=O)O